C(C)OC1=NC2=CC=CC=C2N=C1N1CCN(CC1)C 2-ethoxy-3-(4-methylpiperazin-1-yl)quinoxaline